3-(6-(4-((R)-1-(3,9-diazaspiro[5.5]undecan-3-yl)ethyl)piperidin-1-yl)-7-fluoro-1-methyl-1H-indazol-3-yl)piperidine-2,6-dione C1CN(CCC12CCNCC2)[C@H](C)C2CCN(CC2)C2=CC=C1C(=NN(C1=C2F)C)C2C(NC(CC2)=O)=O